2,2,2-trifluoroethyl 2-oxo-2-[rac-(2R,5S)-2-(5-methoxy-3-pyridyl)-5-methyl-1-piperidyl]acetate O=C(C(=O)OCC(F)(F)F)N1[C@H](CC[C@@H](C1)C)C=1C=NC=C(C1)OC |r|